C(C)(C)[Si](O[C@H]1C[C@@H](NC1)C(=O)OC)(C(C)C)C(C)C methyl (2R,4S)-4-((triiso-propylsilyl)oxy)pyrrolidine-2-carboxylate